C(C)N1CCC(CC1)C1=CC(=C(C(=O)NC2=CC(=C(C=C2)C)NC2=NC=CC(=N2)C=2C=NC=CC2)C=C1)C(F)(F)F 4-(1-Ethyl-piperidin-4-yl)-N-[4-methyl-3-(4-pyridin-3-yl-pyrimidin-2-ylamino)-phenyl]-2-trifluoromethyl-benzamide